4-methyl-2-thiocyano-1-(1-toluenesulfonyl-1H-indol-5-yl)pentan-1-one CC(CC(C(=O)C=1C=C2C=CN(C2=CC1)S(=O)(=O)CC1=CC=CC=C1)SC#N)C